copper tetrapyrazinoporphyrin C1=2C3=C(C(N1)=CC=1C4=C(C(N1)=CC1=C5C(=C(N1)C=C1C6=C(C(=N1)C2)N=CC=N6)N=CC=N5)N=CC=N4)N=CC=N3.[Cu]